5-chloro-2-[(3,3-difluorocyclobutanecarbonyl)amino]-N-[(1S)-4,4-difluoro-1-[2-(methylamino)-2-oxo-acetyl]pentyl]pyridine-3-carboxamide ClC=1C=C(C(=NC1)NC(=O)C1CC(C1)(F)F)C(=O)N[C@@H](CCC(C)(F)F)C(C(=O)NC)=O